rac-3-((2R,5S)-5-methylpiperidin-2-yl)-1'H-1,3'-Bipyrazole C[C@H]1CC[C@@H](NC1)C1=NN(C=C1)C1=NNC=C1 |r|